(S)-N-(1-(6,7-difluoro-1-oxo-1,2-dihydroisoquinolin-4-yl)ethyl)-4-fluoro-N-methyl-1H-indole-2-carboxamide FC=1C=C2C(=CNC(C2=CC1F)=O)[C@H](C)N(C(=O)C=1NC2=CC=CC(=C2C1)F)C